C1(CC1)S(=O)(=O)NC=1SC=C(N1)C(C(=O)NC1=NC=C(C=C1)C1=CC(=CC=C1)N1CCOCC1)(C)C 2-(2-(cyclopropanesulfonamido)thiazol-4-yl)-2-methyl-N-(5-(3-morpholinophenyl)pyridin-2-yl)propanamide